C(C)(C)(C)OC(NC=1N=CC2=CC=CC=C2C1)=O isoquinolin-3-yl-carbamic acid tert-butyl ester